4-(2-chlorophenyl)-1-(((1-hydroxycyclopropyl)methyl)amino)-6-(trifluoromethyl)-3H-pyridine ClC1=C(C=CC=C1)C1CCN(C(=C1)C(F)(F)F)NCC1(CC1)O